9-ethyl-2,3,4,9-tetrahydro-1H-pyrido[3,4-b]indole C(C)N1C2=C(C3=CC=CC=C13)CCNC2